C(CCC)C=1OC2=C(C1)C=CC=C2 2-butylbenzofuran